BrC1=CC=NC2=NC=CC=C12 4-bromo-[1,8]naphthyridine